(3R,4S,5S,6R)-2-{[5-(4-fluoro-1-benzofuran-2-yl)-3-hydroxy-2-isopropylphenyl]oxy}-6-(hydroxymethyl)tetrahydropyran-3,4,5-triol FC1=CC=CC2=C1C=C(O2)C=2C=C(C(=C(C2)OC2O[C@@H]([C@H]([C@@H]([C@H]2O)O)O)CO)C(C)C)O